C(C1=CC=CC=C1)OCC(C)(C)C1N=CC2=CC(=C(C=C2C1)OCCCOC)OC 3-(1-(benzyloxy)-2-methylpropan-2-yl)-7-methoxy-6-(3-methoxypropoxy)-3,4-dihydroisoquinoline